[K].OC=1C2=C(N(C(C1C(=O)NCCCN1CCCCC1)=O)C(C)C)SC=C2 6,7-Dihydro-4-hydroxy-7-isopropyl-6-oxo-N-(3-(piperidin-1-yl)propyl)thieno[2,3-b]pyridine-5-carboxamide potassium salt